2,7-dihydroxy-1,3-bis(p-hydroxybenzyl)-4-methoxy-9,10-dihydrophenanthrene OC1=C(C=2CCC3=CC(=CC=C3C2C(=C1CC1=CC=C(C=C1)O)OC)O)CC1=CC=C(C=C1)O